2-(3-(4-(1H-pyrrolo[2,3-b]pyridin-3-yl)-1H-pyrazol-1-yl)-1-(ethanesulfonyl)azetidin-3-yl)acetic acid N1C=C(C=2C1=NC=CC2)C=2C=NN(C2)C2(CN(C2)S(=O)(=O)CC)CC(=O)O